FC1(CC2(C1)CC=C(CC2)C=2C=CC=C1C=C(C=NC21)C(=O)N[C@@H](C)C2=NC=CC=C2)F (S)-8-(2,2-difluorospiro[3.5]non-6-en-7-yl)-N-(1-(pyridin-2-yl)ethyl)quinoline-3-carboxamide